ethyl-glutarimide acrylate C(C=C)(=O)O.C(C)C1C(=O)NC(CC1)=O